COC(=O)C=1N(N=NC1C)C1=CC=C(C=C1)Cl 3-(4-chlorophenyl)-5-methyl-triazole-4-carboxylic acid methyl ester